O[C@@H]1CC(O[C@H]([C@H]1CC(=O)O)CO)CC(=O)O (4R,5S,6R)-4-hydroxy-6-(hydroxymethyl)tetrahydro-2H-pyran-2,5-diacetic acid